4-(1,2,3,6-tetrahydro-pyridin-4-yl)-furan-2-carboxylic acid (4-piperazin-1-yl-phenyl)-amide trifluoroacetate FC(C(=O)O)(F)F.N1(CCNCC1)C1=CC=C(C=C1)NC(=O)C=1OC=C(C1)C=1CCNCC1